3-(β-hydroxyethoxycarbonyl)benzenesulfonic acid tetraphenylphosphonium salt C1(=CC=CC=C1)[P+](C1=CC=CC=C1)(C1=CC=CC=C1)C1=CC=CC=C1.OCCOC(=O)C=1C=C(C=CC1)S(=O)(=O)[O-]